N1C=CC=2C1=NC=C(C2)OC2=C(C(=O)OC(C)(C)C)C=CC(=C2)Br tert-butyl 2-((1H-pyrrolo[2,3-b]pyridin-5-yl) oxy)-4-bromobenzoate